5-(5-((R)-1-(3,5-dichloro-2-fluoropyridin-4-yl)ethoxy)-1H-indazol-3-yl)-2-((S)-3-hydroxypyrrolidin-1-yl)nicotinonitrile ClC=1C(=NC=C(C1[C@@H](C)OC=1C=C2C(=NNC2=CC1)C=1C=NC(=C(C#N)C1)N1C[C@H](CC1)O)Cl)F